N-(2-bromo-4-iodophenyl)-4-(2H-1,2,3,4-tetrazol-5-yl)benzamide BrC1=C(C=CC(=C1)I)NC(C1=CC=C(C=C1)C=1N=NNN1)=O